4-(3-Fluoro-5-(6-fluoro-1H-indol-2-yl)pyridin-2-yl)morpholine FC=1C(=NC=C(C1)C=1NC2=CC(=CC=C2C1)F)N1CCOCC1